3-(methoxymethyl)-N,5-dimethyl-1H-indazole COCC1=NN(C2=CC=C(C=C12)C)C